1-(4-(10-(5-bromo-1H-indol-1-yl)decyl)piperazin-1-yl)-2-(2,4-difluorophenyl)-3-(1H-1,2,4-triazol-1-yl)propan-2-ol tert-butyl-(1R,4R)-2,5-diazabicyclo[2.2.2]octane-2-carboxylate C(C)(C)(C)[C@@]12N(C[C@H](NC1)CC2)C(=O)OC(CN2CCN(CC2)CCCCCCCCCCN2C=CC1=CC(=CC=C21)Br)(CN2N=CN=C2)C2=C(C=C(C=C2)F)F